1,19-bis(didecylamino)-1,19-dioxononadecan-10-yl 4-(dimethylamino)butanoate CN(CCCC(=O)OC(CCCCCCCCC(=O)N(CCCCCCCCCC)CCCCCCCCCC)CCCCCCCCC(=O)N(CCCCCCCCCC)CCCCCCCCCC)C